COC(=O)C=1SC(=C(C1)[N+](=O)[O-])C=C(C)N(C)C 5-(2-(dimethylamino)prop-1-en-1-yl)-4-nitrothiophene-2-carboxylic acid methyl ester